pentane-1,5-dithiol C(CCCCS)S